4-((3'R,4'S,5'R)-6''-chloro-4'-(3-chloro-2-fluorophenyl)-2''-oxodispiro[cyclohexane-1,2'-pyrrolidine-3',3''-indoline]-5'-carboxamido)benzoic Acid ClC1=CC=C2[C@@]3(C(NC2=C1)=O)C1(N[C@H]([C@@H]3C3=C(C(=CC=C3)Cl)F)C(=O)NC3=CC=C(C(=O)O)C=C3)CCCCC1